FC(C=1C(=C(C=CC1)[C@@H](C)NC1=NC(=NC2=CC3=C(C=C12)N(C(C(O3)(C)C)O)C3CNCC3)C)F)F 4-{[(1R)-1-(3-(difluoromethyl)-2-fluorophenyl)ethyl]amino}-2,8,8-trimethyl-6-(Pyrrolidin-3-yl)-6H,7H,8H-[1,4]oxazino[3,2-G]quinazolin-7-ol